FC=1C=CC2=C(C3=C(SC(=C3)C3=CC=C(O3)C=O)C3=C(C2=O)C=CC(=C3)N3CCCC3)C1 5-(5-fluoro-8-oxo-11-(pyrrolidin-1-yl)-8H-dibenzo[3,4:6,7]cyclohepta[1,2-b]thiophen-2-yl)-furan-2-carbaldehyde